1H-pyrazole-3,5-dicarboxylic acid hydrate O.N1N=C(C=C1C(=O)O)C(=O)O